C(C)S(=O)(=O)C=1C(=NC=C(C1)C1=NC=CC(=N1)C(F)(F)F)C=1OC2=C(N1)C=C(C=C2)N=S(C(F)(F)F)=O [2-[3-Ethylsulfonyl-5-[4-(trifluoromethyl)pyrimidin-2-yl]-2-pyridyl]-1,3-benzoxazol-5-yl]iminooxo(trifluoromethyl)-λ6-sulfan